NC1=CC=C(C=N1)C1=C2CN(C(C2=CC=C1)=O)CC(C#N)=C 2-{[4-(6-aminopyridin-3-yl)-1-oxo-2,3-dihydro-1H-isoindol-2-yl]methyl}prop-2-enenitrile